The molecule is an ammonium ion resulting from the protonation of the tertiary amino group of tetrahydroalstonine. The major microspecies at pH 7.3. It is a conjugate acid of a tetrahydroalstonine. C[C@H]1[C@@H]2C[NH+]3CCC4=C([C@@H]3C[C@@H]2C(=CO1)C(=O)OC)NC5=CC=CC=C45